(Z)-2-methyl-N-(4-(4-methylthiazol-5-yl)benzylidene)propane-2-sulfinamide CC(C)(C)S(=O)\N=C/C1=CC=C(C=C1)C1=C(N=CS1)C